CC=1C=C(C(=O)N[C@@H](CCC(=O)OCC)C(=O)OCC)C=CC1C Diethyl (3,4-dimethylbenzoyl)-L-glutamate